FC1=CC=C2C(NC(C2=C1)=O)=O 6-fluoroisoindoline-1,3-dione